FC1=C(C=C(C=C1F)N1N=CC2=CC(=CC=C12)S(=O)(=O)N1CCOCC1)O 2,3-Difluoro-5-(5-(morpholinosulfonyl)-1H-indazol-1-yl)phenol